Cl.COC(CNC(=O)C1=CC=C2C(=N1)N(C(N2C2=CC=C(C=C2)C2=CC=CC=C2)=O)[C@@H]2CNCC2)=O (S)-(1-([1,1'-biphenyl]-4-yl)-2-oxo-3-(pyrrolidin-3-yl)-2,3-dihydro-1H-imidazo[4,5-b]pyridine-5-carbonyl)glycine methyl ester hydrochloride